(4-((5-chloro-4-(1-methyl-1H-pyrazol-4-yl)pyrimidin-2-yl)amino)-3-methoxyphenyl)(4,4-difluoropiperidin-1-yl)methanone ClC=1C(=NC(=NC1)NC1=C(C=C(C=C1)C(=O)N1CCC(CC1)(F)F)OC)C=1C=NN(C1)C